2,3,5-trichlorophenol acetate C(C)(=O)OC1=C(C(=CC(=C1)Cl)Cl)Cl